C1(CC1)C=1C(N2[C@H]([C@H](CCC2=CC1)NS(=O)(=O)CC)COC1CCC(CC1)C1=CC=CC=C1)=O |o1:6,7| rel-N-[(3S,4R)-7-cyclopropyl-6-oxo-4-({[(1s,4S)-4-phenylcyclohexyl]oxy}methyl)-1,3,4,6-tetrahydro-2H-quinolizin-3-yl]ethanesulfonamide